1-(2-deoxy-2-fluoro-beta-D-arabinofuranosyl)dihydro-2,4(1H,3H)-pyrimidinedione F[C@@H]1[C@@H](O[C@@H]([C@H]1O)CO)N1C(NC(CC1)=O)=O